Hexanetriamine C(CCCCC)(N)(N)N